O[C@@H]1C[C@H](N(C1)C(=O)[C@H](C(C)(C)C)NC(OC(C)(C)C)=O)C(N[C@@H](C(F)(F)F)C1=CC=C(C=C1)C1=C(N=CS1)C)=O tert-butyl N-[(1S)-1-[(2S,4R)-4-hydroxy-2-[[(1R)-2,2,2-trifluoro-1-[4-(4-methylthiazol-5-yl)phenyl]ethyl]carbamoyl]pyrrolidine-1-carbonyl]-2,2-dimethyl-propyl]carbamate